(S)-(4-(4-fluorobenzo[d]thiazol-2-yl)-6,7-dihydro-1H-imidazo[4,5-c]pyridin-5(4H)-yl)(1-methyl-3-(trifluoromethyl)-1H-pyrazol-4-yl)methanone FC1=CC=CC2=C1N=C(S2)[C@H]2N(CCC1=C2N=CN1)C(=O)C=1C(=NN(C1)C)C(F)(F)F